tert-Butyl 3-((2-((1S,3R)-2-(2-fluoro-2-methylpropyl)-3-methyl-2,3,4,9-tetrahydro-1H-pyrido[3,4-b]indol-1-yl)thiazol-5-yl)methyl)azetidine-1-carboxylate FC(CN1[C@@H](C=2NC3=CC=CC=C3C2C[C@H]1C)C=1SC(=CN1)CC1CN(C1)C(=O)OC(C)(C)C)(C)C